ClC1=CC=C(C=C1)[C@@H]1O[C@H](C(N([C@@H]1C1=CC=C(C=C1)Cl)[C@@H](C(=O)OCC)CCC)=O)CC1=C(C=C(C=C1)S(=O)(=O)C)C#N (R)-Ethyl 2-((2S,3R,6S)-2,3-bis(4-chlorophenyl)-6-(2-cyano-4-(methylsulfonyl)benzyl)-5-oxomorpholino)pentanoate